6-((2R,5S)-5-methylpiperidin-2-yl)-2-(1,5,5-trimethylpiperidin-3-yl)-2H-indazole C[C@H]1CC[C@@H](NC1)C=1C=CC2=CN(N=C2C1)C1CN(CC(C1)(C)C)C